1,4,4a,5,5a,6-hexahydrocyclopropa[f]indazole-3-carboxylate N1N=C(C=2CC3C(CC12)C3)C(=O)[O-]